[2-(6-chloro-2-pyridinyl)-2-(1-methylpyrazol-4-yl)propyl]-1-(2,4-difluorophenyl)triazole-4-carboxamide ClC1=CC=CC(=N1)C(CC1=C(N=NN1C1=C(C=C(C=C1)F)F)C(=O)N)(C)C=1C=NN(C1)C